ClCC=1C=NC2=CC=C(C=C2C1C(C)C)C1=NC(=NC=C1F)NC1C(COCC1)O 4-((4-(3-(chloromethyl)-4-isopropylquinolin-6-yl)-5-fluoropyrimidin-2-yl)amino)tetrahydro-2H-pyran-3-ol